ethyl-2-(N,N-dibenzyl-amino)-3-methylbutanol C(C)C(C(C(C)C)N(CC1=CC=CC=C1)CC1=CC=CC=C1)O